C(C)OC(=O)C1=CC=C(C=C1)N=C(NCC1=CC=CC=C1)C1=CC=C(C=C1)C(=O)OCC bis(4-ethoxyformylphenyl)-N-benzylformamidine